Cl.Cl.COCC1=NC(=C(C2=C1CNC2)C)C 4-(methoxymethyl)-6,7-dimethyl-2,3-dihydro-1H-pyrrolo[3,4-c]pyridine, dihydrochloride